methyl (2S)-2-(2-azaspiro[4.5]decane-3-carbonylamino)-3-(6,6-dimethyl-2-oxo-3-piperidyl)propanoate C1NC(CC12CCCCC2)C(=O)N[C@H](C(=O)OC)CC2C(NC(CC2)(C)C)=O